3β-hydroxy-12-keto-5β-cholane O[C@@H]1C[C@H]2CC[C@H]3[C@@H]4CC[C@H]([C@@H](CCC)C)[C@]4(C(C[C@@H]3[C@]2(CC1)C)=O)C